ethyl 4-(2-((tert-butyldimethylsilyl) oxy) ethyl)-benzoate [Si](C)(C)(C(C)(C)C)OCCC1=CC=C(C(=O)OCC)C=C1